(2R,6R)-N-(azepan-4-yl)-6-methyl-4-[8-(trifluoromethyl)-5-quinolyl]morpholine-2-carboxamide N1CCC(CCC1)NC(=O)[C@H]1CN(C[C@H](O1)C)C1=C2C=CC=NC2=C(C=C1)C(F)(F)F